FC=1C(=NC(=NC1)NC1=CC=C(C=C1)S(=O)(=O)N)N1C=2N(C(C3(C1)CC3)=O)N=CC2 4-((5-fluoro-4-(7'-oxo-7'H-spiro[cyclopropane-1,6'-pyrazolo[1,5-a]pyrimidin]-4'(5'H)-yl)pyrimidin-2-yl)amino)benzenesulfonamide